CN(C=1C=CC=2C3(C4=CC=C(C=C4OC2C1)N(C)C)OC(C1=CC=C(C=C13)C(=O)O)=O)C 3',6'-bis(dimethylamino)-3-oxo-3H-spiro[isobenzofuran-1,9'-xanthene]-6-carboxylic acid